racemic-ethyl 2-methylene-5-oxotetrahydro-1H-pyrrolizine-7a(5H)-carboxylate C=C1C[C@]2(CCC(N2C1)=O)C(=O)OCC |r|